(R)-(1-(((3-(2-cyano-2-(1H-1,2,4-triazol-1-yl)vinyl)phenylethoxy)carbonyl)amino)3-phenylpropyl)boronic acid C(#N)C(=CC=1C=C(C=CC1)CCOC(=O)N[C@@H](CCC1=CC=CC=C1)B(O)O)N1N=CN=C1